(4-(1-Methylazetidin-3-yl)piperazin-1-yl)-N-phenethyl-1H-benzo[d]imidazole-1-carboxamide CN1CC(C1)N1CCN(CC1)C1=NC2=C(N1C(=O)NCCC1=CC=CC=C1)C=CC=C2